1-(cyclopropylmethyl)-3-methyl-1H-pyrazole-5-carbonyl isothiocyanate C1(CC1)CN1N=C(C=C1C(=O)N=C=S)C